CC(CC(=O)[O-])C 3-meth-ylbutanoate